FC1=C(C(=O)NS(=O)(=O)N2CCCC2)C=CC=C1 fluoro-N-(pyrrolidin-1-ylsulfonyl)benzamide